2-(4-bromo-3-methyl-1H-pyrazol-1-yl)-5-nitropyridine BrC=1C(=NN(C1)C1=NC=C(C=C1)[N+](=O)[O-])C